FC=1C(NC(NC1)=O)=O 5-Fluorouracile